NC1=C(C=C(C=N1)C=1C=C(C=CC1)C(=O)N1C[C@H](CC1)N(C)C)OCC1=C(C(=CC=C1F)F)Cl {3-[6-amino-5-(2-chloro-3,6-difluoro-benzyloxy)-pyridin-3-yl]-phenyl}-[(3S)-3-dimethylamino-pyrrolidin-1-yl]-methanone